C(#N)C1=C(C=CC=C1)NC=1N=C(N=NC1C(=O)N)NC1=C(C=C2CCN(CC2=C1)C)OC ((2-cyanophenyl)amino)-3-((6-methoxy-2-methyl-1,2,3,4-tetrahydroisoquinolin-7-yl)amino)-1,2,4-triazine-6-carboxamide